ClC=1C=C(C=CC1)C1=NC(=NC(=N1)N[C@H]1CNCC1)NC=1C=C(C(=O)N)C=CC1C (R)-3-((4-(3-chlorophenyl)-6-(pyrrolidin-3-ylamino)-1,3,5-triazin-2-yl)amino)-4-methylbenzamide